5-(4-(5-bromo-2-fluoropyridin-3-yl)-1H-1,2,3-triazol-1-yl)-N-cyclopropyl-2-fluoro-4-methylbenzamide Sodium ascorbate O=C1C(O)=C([O-])[C@H](O1)[C@@H](O)CO.[Na+].BrC=1C=C(C(=NC1)F)C=1N=NN(C1)C=1C(=CC(=C(C(=O)NC2CC2)C1)F)C